2-diethylaminobenzaldehyde C(C)N(C1=C(C=O)C=CC=C1)CC